CC=1N(C(=CC1)C)C1=NN(C=C1)C1=CC=CC=C1 3-(2,5-dimethyl-1H-pyrrol-1-yl)-1-phenyl-1H-pyrazole